3-(3,5-dichlorophenyl)-5-vinyl-5-methyl-oxazolidine-2,4-dione ClC=1C=C(C=C(C1)Cl)N1C(OC(C1=O)(C)C=C)=O